C1(CC1)C=1C=CC=C2C(=NNC12)I 7-cyclopropyl-3-iodo-1H-indazole